(2S)-2-(9H-fluoren-9-yl-methoxycarbonyl-amino)-3-[3-(trifluoromethyl)phenyl]propanoic acid C1=CC=CC=2C3=CC=CC=C3C(C12)N([C@H](C(=O)O)CC1=CC(=CC=C1)C(F)(F)F)C(=O)OC